tert-butyl (R)-3-((1,8-naphthyridin-3-yl)amino)pyrrolidine-1-carboxylate N1=CC(=CC2=CC=CN=C12)N[C@H]1CN(CC1)C(=O)OC(C)(C)C